C1(=CC=C(C=C1)C1=C2C=CC=CC2=C(C2=CC=CC=C12)C1=CC=C(C=C1)N1C(=NC2=C1C=CC=C2)CC)C2=CC=CC=C2 1-(4-(10-([1,1'-biphenyl]-4-yl)anthracen-9-yl)phenyl)-2-ethyl-1H-benzo[d]imidazole